2-fluoro-4-(1-methylpiperidin-4-yl)-N-(quinolin-8-yl)benzamide FC1=C(C(=O)NC=2C=CC=C3C=CC=NC23)C=CC(=C1)C1CCN(CC1)C